2-{1-[2-(5-methyl-3-trifluoromethylpyrazol-1-yl)acetyl]piperidin-4-yl}thiazole-4-carboxylic acid methyl-(1,2,3,4-tetrahydronaphthalene-1-yl) amide CN(C(=O)C=1N=C(SC1)C1CCN(CC1)C(CN1N=C(C=C1C)C(F)(F)F)=O)C1CCCC2=CC=CC=C12